FC=1C(=C(C=CC1C)S(=O)(=O)N1[C@@H](CCC1)C(=O)OC)CCCCCC=O methyl ((3-fluoro-4-methyl-2-(6-oxohexyl)phenyl)sulfonyl)-L-prolinate